C(C)N(CCC=1N(C2=CC=CC=C2C1)C(=O)N)CC 2-diethylaminoethyl-indole-1-carboxylic acid amide